2-ethyl-1',4-dimethyl-1'H-1,4'-biimidazole C(C)C=1N(C=C(N1)C)C=1N=CN(C1)C